COCC=1C(NC(N([C@H]2[C@H](O)[C@H](O)[C@@H](CO)O2)C1)=O)=O 5-methoxymethyl-uridine